1-methyl-4-((5-methoxypyridin-3-yl)amino)-7-chloro-indole-2-carboxylic acid ethyl ester C(C)OC(=O)C=1N(C2=C(C=CC(=C2C1)NC=1C=NC=C(C1)OC)Cl)C